COC=1C2=C(N=C(N1)N[C@@H]1CC[C@@H](CC1)OCCOC)NC=C2C2=CC=1N(C=C2)N=CC1 4-Methoxy-N-(cis-4-(2-methoxyethoxy)cyclohexyl)-5-(pyrazolo[1,5-a]pyridin-5-yl)-7H-pyrrolo[2,3-d]pyrimidin-2-amine